N-(azetidin-3-yl)-6-(2,8-dimethylimidazo[1,2-b]pyridazin-6-yl)-4-fluoro-N-methyl-1,3-benzothiazol-2-amine hydrochloride Cl.N1CC(C1)N(C=1SC2=C(N1)C(=CC(=C2)C=2C=C(C=1N(N2)C=C(N1)C)C)F)C